CS(=O)(=O)CCN1N=CC=C1 2-(Methylsulfonyl)ethyl-1H-pyrazol